3-(6-fluoro-1H-indol-3-yl)-4-methyl-2,5-dihydro-1H-pyrrole-1-carboxylic acid tert-butyl ester C(C)(C)(C)OC(=O)N1CC(=C(C1)C)C1=CNC2=CC(=CC=C12)F